CP([O-])=O.CP([O-])=O.C.[Ca+2] calcium methane bis(methylphosphinate)